BrC=1C(=C(C(=O)[O-])C=CC1)C(C(C)C)=O bromo-2-isobutyrylbenzoate